O1CCOC12CCN(CC2)C2=CC1=C(N(C(N1C)=O)C1C(NC(CC1)=O)=O)C=C2 3-[5-(1,4-dioxa-8-azaspiro[4.5]decan-8-yl)-3-methyl-2-oxo-benzimidazol-1-yl]piperidine-2,6-dione